8-(4-(trifluoromethyl)phenyl)quinolin-5-amine FC(C1=CC=C(C=C1)C1=CC=C(C=2C=CC=NC12)N)(F)F